2-(7-((2S,5R)-2,5-diethyl-4-(1-(5-methoxypyridin-2-yl)ethyl)piperazin-1-yl)-4-methyl-5-oxo-4,5-dihydro-2H-pyrazolo[4,3-b]pyridin-2-yl)acetonitrile C(C)[C@@H]1N(C[C@H](N(C1)C(C)C1=NC=C(C=C1)OC)CC)C=1C=2C(N(C(C1)=O)C)=CN(N2)CC#N